(1S,3S)-3-((6-(5-chloro-3-(((ethyl(methyl)carbamoyl)oxy)methyl)thiophen-2-yl)-2-Methylpyridin-3-yl)oxy)cyclohexane-1-carboxylate ClC1=CC(=C(S1)C1=CC=C(C(=N1)C)O[C@@H]1C[C@H](CCC1)C(=O)[O-])COC(N(C)CC)=O